(1r,2s)-2-[3-(2,3-dihydro-1-benzofuran-7-ylamino)-1H-indazol-6-yl]-5'-methoxy-1'H-spiro[cyclopropan-1,3'-indol]-2'-one O1CCC2=C1C(=CC=C2)NC2=NNC1=CC(=CC=C21)[C@@H]2C[C@@]21C(NC2=CC=C(C=C12)OC)=O